S(N)(=O)(=O)NCCC1CN(C1)C1=NC=NC2=CC=C(C=C12)OC 4-(3-(2-sulfamoylaminoethyl)azetidine-1-yl)-6-methoxyquinazoline